(S)-2-(piperazin-2-yl)acetonitrile 2HCl Cl.Cl.N1[C@H](CNCC1)CC#N